(5-(7-bromo-2-chloro-3-cyano-8-fluoroquinolin-4-yl)-5-azaspiro[2.4]hept-7-yl)carbamic acid tert-butyl ester C(C)(C)(C)OC(NC1CN(CC12CC2)C2=C(C(=NC1=C(C(=CC=C21)Br)F)Cl)C#N)=O